NC1=NCCC2=C1C=C(S2)CNC(=O)[C@H]2N([C@H]1C[C@]1(C2)C)C(CNC(C2=CC=C(C=C2)OC2=CC=CC=C2)=O)=O (1S,3S,5S)-N-((4-amino-6,7-dihydrothieno[3,2-c]pyridin-2-yl)methyl)-5-methyl-2-((4-phenoxybenzoyl)glycyl)-2-azabicyclo[3.1.0]hexane-3-carboxamide